ClC1=CC=C(C=C1)[C@@H](NC(=O)[C@H]1NC(NC1)=O)C1=CC2=C(N=C(S2)C)C=C1 (S)-N-((R)-(4-chlorophenyl)(2-methylbenzo[d]thiazol-6-yl)methyl)-2-oxo-imidazolidine-4-carboxamide